N-(4-((4-(methylsulfonyl)-piperazin-1-yl)methyl)-pyridin-2-yl)-5-(pyridin-4-yl)thiazolo[5,4-b]-pyridin-2-amine CS(=O)(=O)N1CCN(CC1)CC1=CC(=NC=C1)NC=1SC2=NC(=CC=C2N1)C1=CC=NC=C1